FC1=CC=C(C=C1)N1N=C(C2=CC(=C3C(=C12)C=CC=C3)O)OC 1-(4-fluorophenyl)-3-methoxy-1H-benzo[g]indazol-5-ol